COC=1C=C(C=CC1C)NC(=O)C1CCC(CC1)N1C(NC2=C(C=CC(=C2C1)C)OCC1CN(C1)C(=O)OC(C)(C)C)=O tert-Butyl 3-(((3-((1s,4s)-4-((3-Methoxy-4-methylphenyl)carbamoyl)cyclohexyl)-5-methyl-2-oxo-1,2,3,4-tetrahydroquinazolin-8-yl)oxy)methyl)azetidine-1-carboxylate